2-methyl ethylene oxide methyl-methacrylate COC(C(=C)C)=O.CC1CO1